FC(C(=O)[O-])(F)F.ClC1=CC=C(C(=O)NC2N(C(N(S2)CC2=CC=C(C=C2)Cl)=O)COC(=O)C2[NH+](CCC2)C)C=C1 2-({[5-(4-chlorobenzamido)-2-[(4-chlorophenyl)methyl]-3-oxo-1,2,4-thiadiazolidin-4-yl]methoxy}carbonyl)-1-methylpyrrolidin-1-ium Trifluoroacetate